6-(5-(3-(((6-Fluoro-1-methyl-2-oxoindolin-7-yl)methyl)amino)propyl)-2-oxooxazolidin-3-yl)-2H-pyrido[3,2-b][1,4]oxazin-3(4H)-on FC1=CC=C2CC(N(C2=C1CNCCCC1CN(C(O1)=O)C=1C=CC=2OCC(NC2N1)=O)C)=O